5-[(2E)-3,7-dimethyl-5-oxoocta-2,6-dienyl]-4-hydroxy-6-methoxy-3H-2-benzofuran-1-one C\C(=C/CC1=C(C2=C(C(OC2)=O)C=C1OC)O)\CC(C=C(C)C)=O